2-[5-bromo-4-(4-chlorophenyl)-1H-imidazol-1-yl]Acetyl piperazine-1-carboxylate N1(CCNCC1)C(=O)OC(CN1C=NC(=C1Br)C1=CC=C(C=C1)Cl)=O